ClC1=C(C=C(C=N1)C=1C=CC=2N=CN=C(C2N1)NC1CCN(CC1)C(=O)OC(C)(C)C)NS(=O)(=O)C1=C(C=C(C=C1)F)F tert-butyl 4-((6-(6-chloro-5-((2,4-difluorophenyl)sulfonamido)pyridin-3-yl)pyrido[3,2-d]pyrimidin-4-yl)amino)piperidine-1-carboxylate